1-(triethoxysilylmethyl)azetidine C(C)O[Si](OCC)(OCC)CN1CCC1